ClC=1C=CC=C2C1N(C(C21CCOCC1)=O)C1=CC=C(C=C1)C[C@@H](C(=O)O)NC(C1=C(C=CC=C1F)Cl)=O (S)-3-(4-(7-chloro-2-oxo-2',3',5',6'-tetrahydrospiro[indoline-3,4'-pyran]-1-yl)phenyl)-2-(2-chloro-6-fluorobenzoylamino)propionic acid